5-(3-chlorophenyl)-N-(1-methylpiperidin-4-yl)-7H-pyrrolo[2,3-d]pyrimidin-4-amine ClC=1C=C(C=CC1)C1=CNC=2N=CN=C(C21)NC2CCN(CC2)C